BrC1=CC2=C(NC(=N2)C2=CC(=NN2CC2=CC=C(C=C2)OC)N)C=C1 5-(5-bromo-1H-benzimidazol-2-yl)-1-[(4-methoxyphenyl)methyl]pyrazol-3-amine